trifluoro(trifluoromesyloxysulfonyl)methane FC(S(=O)(=O)OS(=O)(=O)C(F)(F)F)(F)F